ClC1=CC=C2C(=N1)C(=C(N2CC)C2=C(C=CC=C2)CCOC)CC(CO)(C)C 3-(5-chloro-1-ethyl-2-(2-(2-methoxyethyl)phenyl)-1H-pyrrolo[3,2-b]pyridin-3-yl)-2,2-dimethylpropan-1-ol